(S)-N-(pyrrolidin-3-yl)benzo[d]thiazole-2-carboxamide N1C[C@H](CC1)NC(=O)C=1SC2=C(N1)C=CC=C2